C(C)OC(=O)C=1C(=NC(=C(C1)C#N)N[SH4]OOCC)N1CCC2(CC2)CC1 5-cyano-6-[(ethyldioxy-λ6-thio)amino]-2-(6-azaspiro[2.5]oct-6-yl)pyridine-3-carboxylic acid ethyl ester